ClC=1C=CC=2N=CN=C(C2N1)NC1=CC(=C(C=C1)CC1=CC2=C(N(C=N2)C)C=C1)C 6-chloro-N-{3-methyl-4-[(1-methyl-1,3-benzodiazol-5-yl)methyl]phenyl}pyrido[3,2-d]pyrimidin-4-amine